ClC1=C(C=C(OCC(=O)NC2CCC(NC2)C(=O)O)C=C1)F 5-[2-(4-chloro-3-fluorophenoxy)acetamido]piperidine-2-carboxylic acid